C(C)OC(=O)C1=NN(C(=C1)C(=O)OCC)CC1=C(C(C(=C(N1CC)C1=CC(=C(C=C1)Cl)Cl)C(=O)O)=O)Br 6-((3,5-bis(ethoxycarbonyl)-1H-pyrazol-1-yl)methyl)-5-bromo-2-(3,4-dichlorophenyl)-1-ethyl-4-oxo-1,4-dihydropyridine-3-carboxylic acid